C(C)S(=O)(=O)C1=CN=C2N1C=CC=C2 3-ethylsulfonyl-imidazo[1,2-a]pyridin